NC=1NC(C=2[N+](=CN(C2N1)[C@@H]1O[C@@H]([C@H]([C@H]1O)OC)COP(=O)(OP(=O)(N1C=NC=C1)O)O)C)=O 2-amino-9-((2R,3R,4S,5R)-3-hydroxy-5-(((hydroxy((hydroxy(1H-imidazol-1-yl)phosphoryl)oxy)phosphoryl)oxy)methyl)-4-methoxytetrahydrofuran-2-yl)-7-methyl-6-oxo-6,9-dihydro-1H-purin-7-ium